ClC=1C=C(C#N)C=C(C1)OC1=C(N=CN(C1=O)CC1=NC=CNC1=O)C(F)(F)F 3-chloro-5-((6-oxo-1-((3-oxo-3,4-dihydropyrazin-2-yl)methyl)-4-(trifluoromethyl)-1,6-dihydropyrimidin-5-yl)oxy)benzonitrile